2-((3-(4-butoxybenzyl)-1,2,4-oxadiazol-5-yl)methyl)acrylic acid C(CCC)OC1=CC=C(CC2=NOC(=N2)CC(C(=O)O)=C)C=C1